FC1=CN=CC2=C1C=1N(CO2)C(=CN1)C1=CC=CC=C1 10-Fluoro-3-phenyl-5H-imidazo[1,2-c]pyrido[4,3-e][1,3]oxazine